S1N=C(C(=N1)OC(CC)(O)NC(C)(C)C)OC(CC)(O)NC(C)(C)C 3'-((1,2,5-thiadiazole-3,4-diyl)bis(oxy))bis(1-(t-butylamino)propanol)